[6-[3-(oxetan-3-yl)-1H-1,2,4-triazol-5-yl]-2-azaspiro[3.3]heptan-2-yl]-[6-[[4-(trifluoromethyl)thiazol-2-yl]methyl]-2-azaspiro[3.3]heptan-2-yl]methanone O1CC(C1)C1=NNC(=N1)C1CC2(CN(C2)C(=O)N2CC3(C2)CC(C3)CC=3SC=C(N3)C(F)(F)F)C1